CC1CC=C(CC1)C1=CN=C2C(=N1)N(N=C2)CC(=O)O [6-(4-methylcyclohex-1-en-1-yl)-1H-pyrazolo[3,4-b]pyrazin-1-yl]acetic acid